CN1C2=CC=C(C=C2SC=2C=C(C=C(C12)C(N)=O)N(C)C)N(C)C 10-N-methyl-carbamoyl-3,7-bis(dimethylamino)-10H-phenothiazine